(S)-8-(6-bromo-4-methylpyridin-2-yl)-2-(1-(6-(4-fluoro-1H-pyrazol-1-yl)pyridin-3-yl)ethyl)-2,8-diazaspiro[4.5]decan-1-one BrC1=CC(=CC(=N1)N1CCC2(CCN(C2=O)[C@@H](C)C=2C=NC(=CC2)N2N=CC(=C2)F)CC1)C